Triazinthiol N1=NN=C(C=C1)S